2,5-dimethyl-2,5-di-(2-ethylhexanoyl-peroxy)hexane CC(C)(CCC(C)(OOC(C(CCCC)CC)=O)C)OOC(C(CCCC)CC)=O